(4-methyl-cyclohexyl) ether CC1CCC(CC1)OC1CCC(CC1)C